(1R,3S,5S)-N-[6-[5-fluoro-4-(1H-pyrazol-4-yl)-1H-indazol-7-yl]pyridazin-3-yl]-N-methyl-8-azabicyclo[3.2.1]octan-3-amine FC=1C(=C2C=NNC2=C(C1)C1=CC=C(N=N1)N(C1C[C@H]2CC[C@@H](C1)N2)C)C=2C=NNC2